2-[[4-[3-fluoro-5-isobutyl-2-(2H-tetrazol-5-yl)phenyl]piperazin-1-yl]-methyl]-5-methyl-thiazole FC=1C(=C(C=C(C1)CC(C)C)N1CCN(CC1)CC=1SC(=CN1)C)C=1N=NNN1